(R)-(4-bromophenyl)-ethyl-imino-oxo-λ6-sulfane BrC1=CC=C(C=C1)[S@@](=O)(=N)CC